C(=O)C=1N(C2=C(C=C(C=C2C1)C)S(=O)(=O)N1[C@@H](CC1)C(=O)NC1=CC(N(C=C1)C)=O)S(=O)(=O)C1=CC=C(C)C=C1 (S)-1-((2-formyl-5-methyl-1-tosyl-1H-indol-7-yl)sulfonyl)-N-(1-methyl-2-oxo-1,2-dihydropyridin-4-yl)azetidine-2-carboxamide